C(=O)(O)C(CCCCC=1C=C(C=CC1)CCCCC1(CC1)C(=O)O)(C)C 1-(4-(3-(5-carboxy-5-methylhexyl)phenyl)butyl)cyclopropane-1-carboxylic acid